COCCOCC=1C=C2C(=CC=NC2=CC1)C(=O)O 6-((2-methoxyethoxy)methyl)quinoline-4-carboxylic acid